2-(2-chlorophenyl)-N-[3-sulfamoyl-4-(tetrahydro-2H-pyran-4-ylmethoxy)phenyl]acetamide ClC1=C(C=CC=C1)CC(=O)NC1=CC(=C(C=C1)OCC1CCOCC1)S(N)(=O)=O